6,7,8-trichloro-4-hydroxy-1,5-naphthyridin-2(1H)-one ClC=1N=C2C(=CC(NC2=C(C1Cl)Cl)=O)O